hydroxydiazepine C1=CC(=O)NNC=C1